N-(5-(7-chloro-2-methyl-1-oxoisoindol-5-yl)-4-methylthiazol-2-yl)acetamide ClC=1C=C(C=C2CN(C(C12)=O)C)C1=C(N=C(S1)NC(C)=O)C